OC=1N=C(NC(C1C(=O)NC12CC(C1)(C2)C=2N=NN(C2)CC2=CC=C(C=C2)OC)=O)SC 4-hydroxy-N-(3-(1-(4-methoxybenzyl)-1H-1,2,3-triazol-4-yl)bicyclo[1.1.1]Pent-1-yl)-2-(methylthio)-6-oxo-1,6-dihydropyrimidine-5-carboxamide